CC1=C(C=C2C=CC=NC2=C1)N 7-Methylquinolin-6-amine